6-fluoro-1-(4-methoxybenzyl)-3,4-dihydroquinolin-2-one FC=1C=C2CCC(N(C2=CC1)CC1=CC=C(C=C1)OC)=O